CO[C@H]1CC[C@H](CC1)N1C2=NC(=NC=C2N(C1=O)C)NC=1C(=CC2=C(CCO2)C1)C (cis-4-methoxycyclohexyl)-7-methyl-2-((6-methyl-2,3-dihydrobenzofuran-5-yl)amino)-7,9-dihydro-8H-purin-8-one